O=C1N(CCC(N1)=O)C1=C(C=C(C=C1)C1CC2(CN(C2)C(=O)OC(C)(C)C)C1)F tert-butyl 6-(4-(2,4-dioxotetrahydropyrimidin-1(2H)-yl)-3-fluorophenyl)-2-azaspiro[3.3]heptane-2-carboxylate